1-(4-methoxy-2-(methylthio)pyrimidin-5-yl)ethan-1-one COC1=NC(=NC=C1C(C)=O)SC